NC1=NC=CC=C1C1=NC=2C(=NC(=CC2)C2=CC=CC=C2)N1C1=CC=C(CN2CC3(C2)CCC(CC3)N)C=C1 2-(4-(2-(2-aminopyridin-3-yl)-5-phenyl-3H-imidazo[4,5-b]pyridin-3-yl)benzyl)-2-azaspiro[3.5]nonan-7-amine